6-(7-chloro-8-iodoimidazo[1,2-a]pyridin-3-yl)-4-cyclopropylpyridazin-3-ol ClC1=C(C=2N(C=C1)C(=CN2)C2=CC(=C(N=N2)O)C2CC2)I